(4e,6e,10z)-4,6,10-hexadecatrienyl acetate C(C)(=O)OCCC\C=C\C=C\CC\C=C/CCCCC